5-(1-(1-fluoroprop-2-yl)piperidin-4-yl)-3-isopropyl-2-(2-methylpyridin-4-yl)-1H-indole FCC(C)N1CCC(CC1)C=1C=C2C(=C(NC2=CC1)C1=CC(=NC=C1)C)C(C)C